(R)-5-ethynyl-2-(5-methyl-3-((1-(methyl-d3)piperidin-3-yl)amino)-1,2,4-triazine-6-yl)phenol C(#C)C=1C=CC(=C(C1)O)C1=C(N=C(N=N1)N[C@H]1CN(CCC1)C([2H])([2H])[2H])C